((5-BROMO-2-(METHOXYCARBONYL)BENZO[B]THIOPHEN-6-YL)DIFLUOROMETHYL)PHOSPHONATE BrC1=CC2=C(SC(=C2)C(=O)OC)C=C1C(F)(F)P([O-])([O-])=O